1-[(1E)-5-Ethoxy-3,5-dimethoxy-2-methyl-1-pentenyl]-4-methylbenzene C(C)OC(CC(/C(=C/C1=CC=C(C=C1)C)/C)OC)OC